C1[C@@H](C(=O)N1[C@H](C2=CC=C(C=C2)O)C(=O)[O-])NC(=O)/C(=N\\[O-])/C3=CC=C(C=C3)OCC[C@@H](C(=O)[O-])[NH3+] The molecule is an oxime anion that is the major structure of isonocardicin A at pH 7.3. It is a dicarboxylic acid dianion and an oxime anion. It is a conjugate base of an isonocardicin A(1-).